ClC1=C(C=CC(=C1)C(=O)N1CC2=C(CC1)C=1C=CC(=C(C1OC2=O)C)N2CCN(CC2)C)NS(=O)(=O)C N-(2-chloro-4-(7-methyl-8-(4-methylpiperazin-1-yl)-5-oxo-1,3,4,5-tetrahydro-2H-chromeno[3,4-c]pyridine-3-carbonyl)phenyl)methanesulfonamide